[2-[[(1S)-2-[2-(4-fluorophenoxyl)-2-(4-fluorophenyl)-1-methyl-ethoxy]-1-methyl-2-oxo-ethyl]carbamoyl]-4-formamido-3-pyridyl]oxymethyl 2-methylpropanoate CC(C(=O)OCOC=1C(=NC=CC1NC=O)C(N[C@H](C(=O)OC(C(C1=CC=C(C=C1)F)OC1=CC=C(C=C1)F)C)C)=O)C